COC(=O)C1=CC=CC=C1 The molecule is a benzoate ester obtained by condensation of benzoic acid and methanol. It has a role as a metabolite and an insect attractant. It is a benzoate ester and a methyl ester.